3-(5-(7-methyl-3-(oxetan-3-yl)-2-(pyrrolidin-1-ylmethyl)-3H-imidazo[4,5-b]pyridin-5-yl)-1-oxoisoindolin-2-yl)piperidine-2,6-dione CC1=C2C(=NC(=C1)C=1C=C3CN(C(C3=CC1)=O)C1C(NC(CC1)=O)=O)N(C(=N2)CN2CCCC2)C2COC2